heptadecyl-fluorotrimethoxysilane C(CCCCCCCCCCCCCCCC)CO[Si](OC)(OC)F